C(C(C)C)N(\N=C\C1=CC(=C(C=C1)B(O)O)OC)C1=NC=NC2=CC=C(C=C12)OC [4-[(E)-[isobutyl-(6-methoxyquinazolin-4-yl)hydrazono]methyl]-2-methoxyphenyl]boronic acid